5-[(1S)-1-[4-bromo-2-(1,2-oxazol-5-yl)phenoxy]ethyl]-2H-1,2,3,4-tetrazole BrC1=CC(=C(O[C@@H](C)C=2N=NNN2)C=C1)C1=CC=NO1